C(C)N1CCN(CC1)C[C@H](C(=O)N1CCN(CC1)C=1C2=C(N=CN1)[C@@H](C[C@H]2C)O)C2=CC(=C(C=C2)OC(F)(F)F)F (R)-3-(4-ethylpiperazin-1-yl)-2-(3-fluoro-4-(trifluoromethoxy)phenyl)-1-(4-((5R,7R)-7-hydroxy-5-methyl-6,7-dihydro-5H-cyclopenta[d]pyrimidin-4-yl)piperazin-1-yl)propan-1-one